CC(C(=O)O)(CC=1C=C2C(=CN1)NC(=C2)C2=CC(=CC=C2)C2(CC2)C)C 2,2-dimethyl-3-[2-[3-(1-methylcyclopropyl)phenyl]-1H-pyrrolo[2,3-c]pyridin-5-yl]propanoic acid